C1(=CC=CC2=CC=CC=C12)C1=CC2=CC3=CC=C(C=C3C=C2C=C1)C1=CC=CC2=CC=CC=C12 2,6-dinaphthyl-anthracene